2,3-dimethyl-4-heptanone CC(C)C(C(CCC)=O)C